ClC1=CN2C=C(C=C2C(=C1)Cl)C(=O)O 6,8-dichloroindolizine-2-carboxylic acid